propan-1-sulfonat C(CC)S(=O)(=O)[O-]